NC(C)C1=C2CN(C(C2=CC(=C1)C)=O)C1COCC2=CC=CC=C12 4-(1-aminoethyl)-2-(isochroman-4-yl)-6-methylisoindolin-1-one